C(CCCCCCCC=CCC=CCCCCC)C1OC2C(O1)CC(C2)N octadec-9,12-dienyltetrahydro-3aH-cyclopenta[d][1,3]dioxol-5-amine